8-[(1R)-1-[[2-(8-chloro-1-hydroxy-2,3,1-benzoxazaborinin-6-yl)-3-pyridyl]amino]ethyl]-3,6-dimethyl-2-(1-piperidyl)chromen-4-one ClC1=CC(=CC=2C=NOB(C21)O)C2=NC=CC=C2N[C@H](C)C=2C=C(C=C1C(C(=C(OC21)N2CCCCC2)C)=O)C